C(C=C)(=O)OCC1CC2OC2CC1 7-oxabicyclo[4.1.0]heptan-3-ylmethyl acrylate